N1C=C(C2=CC=CC=C12)CCC1N(CCC=2C=C3C(=CC12)ONO3)CC3CCNCC3 5-(2-(1H-indol-3-yl)ethyl)-6-(piperidin-4-ylmethyl)-5,6,7,8-tetrahydro-[1,3]Dioxazolo[4,5-g]isoquinoline